FC=1C=CC(=C(C1)C1CCN(CC1)C(=O)C1=NNC=2CN(CCC21)C(=O)OC(C)(C)C)C(F)(F)F tert-butyl 3-(4-(5-fluoro-2-(trifluoromethyl) phenyl) piperidine-1-carbonyl)-4,5-dihydro-1H-pyrazolo[3,4-c]pyridine-6(7H)-carboxylate